C(CCCCCCCCCCCCCCC)SCC[Si](OC)(OC)OC trimethoxysilylethyl hexadecyl sulfide